(E)-N-benzyl-3-(4-piperidinyl)cinnamamide C(C1=CC=CC=C1)NC(\C=C\C1=CC(=CC=C1)C1CCNCC1)=O